(1R,3S,4R)-2-(2-(3-chlorophenyl)-2,2-difluoroacetyl)-5,5-difluoro-N-((S)-4-fluoro-3-oxo-1-((S)-2-oxopyrrolidin-3-yl)butan-2-yl)-2-azabicyclo[2.2.2]octane-3-carboxamide ClC=1C=C(C=CC1)C(C(=O)N1[C@H]2CC([C@@H]([C@H]1C(=O)N[C@@H](C[C@H]1C(NCC1)=O)C(CF)=O)CC2)(F)F)(F)F